C(CCCCCCCCCCCCCCCCCCCCC)(=O)[O-].C(CCCCCCCCCCCCCCCCCCCCC)(=O)O.[Na+] sodium behenate (docosanoate)